4-chloro-2-(morpholin-4-ylmethyl)-1-(phenylsulfonyl)-1H-pyrrolo[2,3-b]pyridine-5-carbaldehyde ClC1=C2C(=NC=C1C=O)N(C(=C2)CN2CCOCC2)S(=O)(=O)C2=CC=CC=C2